11-(1,1,2,2-tetradeuterio-2-hydroxy-ethyl)-6-(2,2,2-trifluoroethoxy)-1,5,11-triazatricyclo[7.4.0.02,7]trideca-2(7),3,5,8-tetraen-10-one [2H]C(C(O)([2H])[2H])([2H])N1C(C2=CC=3C(=NC=CC3N2CC1)OCC(F)(F)F)=O